[Fe+2].[Si]([O-])([O-])([O-])[O-].[Ti+4].[Na+] sodium-titanium silicate iron